ClC1=C(C=CC=C1)C=1N=C(SC1)NC(C1=NC=C(C=C1)C(=O)N1CCNCC1)=O N-(4-(2-chlorophenyl)thiazol-2-yl)-5-(piperazine-1-carbonyl)picolinamide